tert-butyl (1-(4-bromo-5-fluorobenzofuran-7-yl)azetidin-3-yl)carbamate BrC1=C(C=C(C2=C1C=CO2)N2CC(C2)NC(OC(C)(C)C)=O)F